2-(3,3-difluoropyrrolidin-1-yl)ethylamine FC1(CN(CC1)CCN)F